CS(=O)(=O)OCC1=CC(=NC=C1C1C(NC(CC1)=O)=O)F (5-(2,6-dioxopiperidin-3-yl)-2-fluoropyridin-4-yl)methyl methanesulfonate